3-(((7-(2-Aminopyrimidin-4-yl)-2,3-dihydrofuro[3,2-c]pyridin-4-yl)amino)methyl)-5-fluoro-N-(3-methoxypropyl)benzamide NC1=NC=CC(=N1)C=1C2=C(C(=NC1)NCC=1C=C(C(=O)NCCCOC)C=C(C1)F)CCO2